C(#N)N1C2CCC(C1)[C@H]2NC(=O)C2=NNC(=C2)C2=C(C=CC=C2)SC2=CC=CC=C2 N-((7R)-2-Cyano-2-azabicyclo[2.2.1]heptan-7-yl)-5-(2-(phenylthio)phenyl)-1H-pyrazol-3-carboxamid